Chloro-[(R)-(+)-2,2'-bis-(diphenylphosphino)-1,1'-binaphthyl] ClC=1C(=C(C2=CC=CC=C2C1)C1=C(C=CC2=CC=CC=C12)P(C1=CC=CC=C1)C1=CC=CC=C1)P(C1=CC=CC=C1)C1=CC=CC=C1